4-(((1S,2R)-2-cyanocyclopentyl)amino)-3-methoxy-N-(5-(5-methyl-1H-pyrazol-1-yl)-1,3,4-thiadiazol-2-yl)-2-oxo-2H-pyran-6-carboxamide C(#N)[C@H]1[C@H](CCC1)NC1=C(C(OC(=C1)C(=O)NC=1SC(=NN1)N1N=CC=C1C)=O)OC